C1=NC2=C(N1)C(=S)NC(=S)N2 2,6-dithiopurine